BrC=1C=C(C=NC1)CN1C(OC2(CN(C2)C(=O)OC(C)(C)C)C1)=O tert-Butyl 7-((5-bromopyridin-3-yl)methyl)-6-oxo-5-oxa-2,7-diazaspiro[3.4]octane-2-carboxylate